1-(2-fluoro-4-((5-fluoro-4-(4-fluoro-1-isopropyl-2-methyl-1H-benzo[d]imidazol-6-yl)pyrimidin-2-yl)amino)benzyl)piperidin-3-ol FC1=C(CN2CC(CCC2)O)C=CC(=C1)NC1=NC=C(C(=N1)C=1C=C(C2=C(N(C(=N2)C)C(C)C)C1)F)F